The molecule is the N-glycosyl compound formed from the deoxy trisaccharide 4-deoxy-alpha-D-Gal-(1->3)-beta-D-Gal-(1->4)-beta-D-Glc by replacement of the OH at the anomeric centre of the glucose residue by an acetylamino group. It is a N-glycosyl compound and a deoxy oligosaccharide derivative. CC(=O)N[C@H]1[C@@H]([C@H]([C@@H]([C@H](O1)CO)O[C@H]2[C@@H]([C@H]([C@H]([C@H](O2)CO)O)O[C@@H]3[C@@H]([C@H](C[C@H](O3)CO)O)O)O)O)O